(1R,2S)-2,6-dimethyl-1-indenamine CC=1[C@H](C2=CC(=CC=C2C1)C)N